(1S,2S,4R)-N-(3-(pentafluorosulfanyl)benzyl)bicyclo[2.2.1]heptane-2-carboxamide FS(C=1C=C(CNC(=O)[C@@H]2[C@H]3CC[C@@H](C2)C3)C=CC1)(F)(F)(F)F